3-chloropropyl-methyl-diisopropoxysilane ClCCC[Si](OC(C)C)(OC(C)C)C